(6-(3-(6,7-dihydropyrazolo[1,5-a]pyrimidin-4(5H)-yl)-7,8-dihydro-1,6-naphthyridin-6(5H)-yl)-5-methylpyridazin-3-yl)(3-fluoroazetidin-1-yl)methanone N1=CC=C2N1CCCN2C=2C=NC=1CCN(CC1C2)C2=C(C=C(N=N2)C(=O)N2CC(C2)F)C